(S)-6-(1-amino-6-fluoro-1,3-dihydrospiro[indene-2,4'-piperidin]-1'-yl)-3-(1-phenylcyclopropyl)-1,5-dihydro-4H-pyrazolo[3,4-d]pyrimidin-4-one N[C@@H]1C2=CC(=CC=C2CC12CCN(CC2)C=2NC(C1=C(N2)NN=C1C1(CC1)C1=CC=CC=C1)=O)F